ClC1=NN(C=C1N)C1CCN(CC1)S(=O)(=O)C 3-chloro-1-(1-(methylsulfonyl)piperidin-4-yl)-1H-pyrazole-4-amine